Methyl (3R,6S)-rel-6-methyl-3-piperidinecarboxylate C[C@H]1CC[C@H](CN1)C(=O)OC |o1:1,4|